Tert-butyl 5-amino-4-(5-(((1S,2S,5R)-2-((tert-butoxycarbonyl) amino)-5-hydroxy-5-methylcyclohexyl) methyl)-1-oxoisoindol-2-yl)-5-oxopentanoate NC(C(CCC(=O)OC(C)(C)C)N1C(C2=CC=C(C=C2C1)C[C@@H]1[C@H](CC[C@@](C1)(C)O)NC(=O)OC(C)(C)C)=O)=O